Hexylamine acetate C(C)(=O)O.C(CCCCC)N